N[C@@H]1C(N(C2=C(OC1)C=C1CCCCC1=C2)C)=O (S)-3-amino-5-methyl-2,3,7,8,9,10-hexahydronaphtho[2,3-b][1,4]oxazepin-4(5H)-one